((3,3-difluorobicyclo[3.1.0]hexane-6-yl)amino)-N-methyl-5-(1-methyl-1H-imidazol-4-yl)pyridine-3-sulfonamide FC1(CC2C(C2C1)NC1=NC=C(C=C1S(=O)(=O)NC)C=1N=CN(C1)C)F